2-methyl-4-fluorobenzenesulfonyl chloride CC1=C(C=CC(=C1)F)S(=O)(=O)Cl